C(=O)([O-])OC(=O)[O-].[Ir+3].C(=O)([O-])OC(=O)[O-].C(=O)([O-])OC(=O)[O-].[Ir+3] iridium dicarbonate